COC(C1=C(C=CC(=C1)OCC1=CC(=C(C(=C1)F)F)F)N)=O 2-amino-5-(3,4,5-trifluorobenzyloxy)benzoic acid methyl ester